NC1=C2C(=NC(=N1)Cl)N(N=C2)CC=2C=C(CCN1C=C(C=CC1=O)C=O)C=C(C2)OC 1-(3-((4-amino-6-chloro-1H-pyrazolo[3,4-d]pyrimidin-1-yl)methyl)-5-methoxyphenethyl)-6-oxo-1,6-dihydropyridine-3-carboxaldehyde